ClC1=C2C(=CNC2=C(C=C1)[C@H]1CN(CCC1)C1=CC=C(C=C1)C1CCNCC1)C#N |o1:10| 4-Chloro-7-{(3S*)-1-[4-(piperidin-4-yl)phenyl]piperidin-3-yl}-1H-indole-3-carbonitrile